6-((2R)-2-amino-3-(methylsulfinyl)propyl)-7-bromo-N-(thiophen-2-ylmethyl)thieno[3,2-d][1,2,3]triazin-4-amine N[C@H](CC1=C(C=2N=NN=C(C2S1)NCC=1SC=CC1)Br)CS(=O)C